(2Z)-3-Phenylprop-2-en-1-yl (2E)-3-(3,4-dihydroxyphenyl)prop-2-enoate OC=1C=C(C=CC1O)/C=C/C(=O)OC\C=C/C1=CC=CC=C1